1-(2-Bromo-4-(1,1-difluoroethyl)-6-nitrophenyl)-N-methylmethanamine BrC1=C(C(=CC(=C1)C(C)(F)F)[N+](=O)[O-])CNC